FC(C=1C=C(C=CC1)C(C)S)(F)F 1-(3-(trifluoromethyl)phenyl)ethanethiol